7-bromo-2-(ethylsulfanyl)-8-fluoro-5-methylquinazolin-4(3H)-one BrC1=CC(=C2C(NC(=NC2=C1F)SCC)=O)C